N=C1C(C2=CC=CC=C2C=C1)C#N 2-(imino)-naphthalenenitrile